COC1=CC=C(C=C1)CN1C2CC(C(C1C(=O)[O-])C)C2 TRANS-2-[(4-methoxyphenyl)methyl]-4-methyl-2-azabicyclo[3.1.1]heptane-3-carboxylate